carboxy-7-((5,6,7,8-tetrahydronaphthalen-2-yl)oxy)-1,2,3,4-tetrahydronaphthalene-2-aminium chloride [Cl-].C(=O)(O)C1C(CCC2=CC=C(C=C12)OC1=CC=2CCCCC2C=C1)[NH3+]